[NH4+].C=1(C(=CC=CC1)C(=O)[O-])C1=CC=CC=C1 biphenyl-carboxylic acid ammonium salt